CC1=C(C=CC(=C1)C)C1=NC(=NC(=N1)C1=C(C=C(C=C1)C)C)C1=C(C=C(C=C1)OCCCCCCCC)O 2-(4,6-bis(2,4-dimethylphenyl)-1,3,5-triazine-2-yl)-5-octoxyphenol